CNCCCOC=1C(=NC=CC1C#N)C1=NC=CC=C1 (3-(methylamino)propoxy)-[2,2'-bipyridine]-4-carbonitrile